4-{4-[1-(cyanomethyl)-3-methyl-1H-pyrazol-5-yl]-1-methyl-1H-imidazol-2-yl}-N-[(2,4-dimethoxyphenyl)methyl]-1-methyl-1H-pyrazolo[4,3-c]pyridine-6-carboxamide C(#N)CN1N=C(C=C1C=1N=C(N(C1)C)C1=NC(=CC2=C1C=NN2C)C(=O)NCC2=C(C=C(C=C2)OC)OC)C